4-(3-((2-((2-methyl-4-((1S,4S)-5-methyl-2,5-diazabicyclo[2.2.1]heptan-2-yl)phenyl)amino)-5-(trifluoromethyl)pyrimidin-4-yl)amino)propyl)-1,4-oxazepan-5-one CC1=C(C=CC(=C1)N1[C@@H]2CN([C@H](C1)C2)C)NC2=NC=C(C(=N2)NCCCN2CCOCCC2=O)C(F)(F)F